CC1=C(OC2=C(N=NN2)C(=O)O)C=CC(=C1)C 5-(2,4-dimethylphenoxy)-1H-1,2,3-triazole-4-carboxylic acid